(4-amino-4-methylpiperidin-1-yl) (cyclopropyl) ketone hydrochloride Cl.C1(CC1)C(=O)N1CCC(CC1)(C)N